COC1=C(C=CC(=C1)CNC1=C2C(=NC=C1)N(N=C2)C)S(=O)(=O)N 2-Methoxy-4-(((1-methyl-1H-pyrazolo[3,4-b]pyridin-4-yl)amino)methyl)-benzenesulfonamide